F[C@@H]1CN(CC[C@@H]1NC1=C2C=C(N(C2=CC=C1)CC(F)(F)F)C=1SC(=CN1)CNC(=O)C1CC1)C |r| (+/-)-N-{[2-(4-{[(3R,4S)-3-fluoro-1-methylpiperidin-4-yl]amino}-1-(2,2,2-trifluoroethyl)-1H-indol-2-yl)-1,3-thiazol-5-yl]methyl}cyclopropanecarboxamide